C1(=CC=CC=C1)[B-](C1=CC=CC=C1)(C1=CC=CC=C1)C1=CC=CC=C1.C(C)[N+](C1=CC=CC=C1)(CC)CC triethylanilinium tetraphenylborate